Ethyl (S)-3-(7-(1,3-di(1,8-naphthyridin-2-yl)propan-2-yl)-1-oxo-3,4-dihydropyrrolo[1,2-a]pyrazin-2(1H)-yl)-3-(3-fluoro-4-methoxyphenyl)propanoate N1=C(C=CC2=CC=CN=C12)CC(CC1=NC2=NC=CC=C2C=C1)C=1C=C2N(CCN(C2=O)[C@@H](CC(=O)OCC)C2=CC(=C(C=C2)OC)F)C1